methoxy-2'-oxo-spiro[cyclopropane-1,3'-indoline]-1'-carboxylic acid tert-butyl ester C(C)(C)(C)OC(=O)N1C(C2(C3=C(C=CC=C13)OC)CC2)=O